CN(C=1C=NC2=CC=C(N=C2C1)C=1C(=NNC1)C1=NC(=CC=C1)C)[C@H]1CNCC1 |r| N-methyl-6-[3-(6-methyl-2-pyridyl)-1H-pyrazol-4-yl]-N-[rac-(3R)-pyrrolidin-3-yl]-1,5-naphthyridin-3-amine